5-[(2,4,6-Trimethylphenoxy)methyl]-1,3,4-oxadiazol-2(3H)-one CC1=C(OCC2=NNC(O2)=O)C(=CC(=C1)C)C